(5'S,7a'R)-1-(2,3-difluorobenzene-1-carbonyl)-5'-phenyltetra-hydro-3'H-spiro[piperidine-4,2'-pyrrolo[2,1-b]-[1,3]oxazol]-3'-one FC1=C(C=CC=C1F)C(=O)N1CCC2(C(N3[C@H](O2)CC[C@H]3C3=CC=CC=C3)=O)CC1